ClC1=C(C=CC=C1Cl)N1CCN(CC1)CCCCOC1=CC=C2CCC(NC2=C1)=O 7-{4-[4-(2,3-dichlorophenyl)piperazin-1-yl]butoxy}-3,4-dihydro-quinolin-2(1H)-one